CN(C(=O)C1CCS(CC1)(=O)=O)[C@H](C(F)(F)F)C1=CC=C(C=C1)NC=1C(=C2C(=NC1)SC(=N2)C)[C@@H](C(F)(F)F)C N-methyl-1,1-dioxo-N-{(1S)-2,2,2-trifluoro-1-[4-({2-methyl-7-[(2S)-1,1,1-trifluoropropan-2-yl][1,3]thiazolo[5,4-b]pyridin-6-yl}amino)phenyl]ethyl}-1λ6-thiane-4-carboxamide